tert-butyl 3-(ethylsulfonamido)-2-((2'-(5-methoxy-5-oxopent-1-en-1-yl)-[1,1'-biphenyl]-3-yl)methyl)pyrrolidine-1-carboxylate C(C)S(=O)(=O)NC1C(N(CC1)C(=O)OC(C)(C)C)CC=1C=C(C=CC1)C1=C(C=CC=C1)C=CCCC(=O)OC